3-tert-butyl-2,6-toluenediamine C(C)(C)(C)C1=C(C(C)=C(C=C1)N)N